3-(dodecylamino)propane-1,2-diol C(CCCCCCCCCCC)NCC(CO)O